N-(3-((2,6-dioxopiperidin-3-yl)amino)phenyl)-7-oxo-7-(piperidin-1-yl)heptanamide O=C1NC(CCC1NC=1C=C(C=CC1)NC(CCCCCC(N1CCCCC1)=O)=O)=O